C12C(C(C(C(C1C(=O)O)C(=O)O)CC2)C(=O)O)C(=O)O bicyclo[2.2.2]Octane-2,3,5,6-tetracarboxylic acid